C(C)(=O)O[C@@H](C(=O)O)COC(C)=O (2r,3r)-2,3-diacetoxypropionic acid